C(CCC)[Si](C=1C=C(C(=C(C1)O)C1CCCCCC1)OC)(C)C 5-(butyldimethylsilyl)-2-cycloheptyl-3-methoxyphenol